tert-Butyl 5-(3-chloro-4-(2-chloro-3-(5-formyl-6-methoxypyridin-2-yl)phenyl)pyridin-2-yl)isoindoline-2-carboxylate ClC=1C(=NC=CC1C1=C(C(=CC=C1)C1=NC(=C(C=C1)C=O)OC)Cl)C=1C=C2CN(CC2=CC1)C(=O)OC(C)(C)C